Br.Br.CCCCCCC heptane, dihydrobromide